4-Bromo-5-methoxy-1-methyl-1H-indazole BrC1=C2C=NN(C2=CC=C1OC)C